O=C(COCCN)C [2-(2-oxopropoxy)ethyl]amine